OC(CN(CCCSSCCN1CCN(CC1)CCOC(CCCN(CC(CCCCC(=O)OCC(CC)CC)O)CC(CCCCC(=O)OCC(CC)CC)O)=O)CC(CCCCC(OC(C)C)=O)O)CCCCC(=O)OC(C)C Bis(2-ethylbutyl) 7,7'-((4-(2-(4-(2-((3-(bis(2-hydroxy-7-isopropoxy-7-oxoheptyl)amino)propyl)disulfaneyl)ethyl)piperazin-1-yl)ethoxy)-4-oxobutyl)azanediyl)bis(6-hydroxyheptanoate)